1-(4-fluoro-3-hydroxy-phenyl)-7-oxo-5,6-dihydro-4H-indazole-3-carbonitrile FC1=C(C=C(C=C1)N1N=C(C=2CCCC(C12)=O)C#N)O